BrC1=C(C2=C(N(C=N2)C)C=C1)I 5-bromo-4-iodo-1-methyl-1H-benzo[d]imidazole